3-bromo-7-chloro-2-phenylimidazo[1,2-a]pyridine BrC1=C(N=C2N1C=CC(=C2)Cl)C2=CC=CC=C2